(1R,2S,5S)-6,6-Dimethyl-3-(5-methyl-1H-indole-2-carbonyl)-N-((S)-1-oxo-3-((S)-2-oxopyrrolidin-3-yl)propan-2-yl)-3-azabicyclo[3.1.0]hexane-2-carboxamide CC1([C@H]2CN([C@@H]([C@@H]12)C(=O)N[C@H](C=O)C[C@H]1C(NCC1)=O)C(=O)C=1NC2=CC=C(C=C2C1)C)C